CN1C(=C(C=C1C=1C=C2CCN(CC2=CC1C(=O)N1CC2=CC=CC=C2C[C@H]1C)C(CC1=CC=CC=C1)=O)C(=O)NC1=CC=CC=C1)C 1,2-dimethyl-5-[7-[(3R)-3-methyl-3,4-dihydro-1H-isoquinoline-2-carbonyl]-2-(2-phenylacetyl)-3,4-dihydro-1H-isoquinolin-6-yl]-N-phenyl-pyrrole-3-carboxamide